1-(1-(5-((3,3-difluoroazetidin-1-yl)methyl)pyrimidin-2-yl)piperidin-4-yl)-4-methyl-1,4-dihydroquinoxaline-2,3-dione FC1(CN(C1)CC=1C=NC(=NC1)N1CCC(CC1)N1C(C(N(C2=CC=CC=C12)C)=O)=O)F